C(C)(C)(C)OC([C@@H](CC1=CC(=CC=C1)C=O)[C@@H]1CN(CC1)C(=O)OC(C)(C)C)=O tert-butyl (R)-3-((S)-1-(tert-butoxy)-3-(3-formylphenyl)-1-oxopropane-2-yl)pyrrolidine-1-carboxylate